C1(CCCC1)N1CCN(CC1)C1=CC=C2C(CN(CC2=C1)C(=O)OC1=CC=C(C=C1)OC)(C)C 4-methoxyphenyl 7-(4-cyclopentylpiperazin-1-yl)-4,4-dimethyl-3,4-dihydroisoquinoline-2(1H)-carboxylate